lithium 2,2'-methylene-bis-(4,6-di-tert-butylphenyl) phosphate P1(=O)(OC2=C(C=C(C=C2C(C)(C)C)C(C)(C)C)CC2=C(C(=CC(=C2)C(C)(C)C)C(C)(C)C)O1)[O-].[Li+]